(Z)-2-(4-((5-(4-chlorophenyl)-7-ethyl-6-(isopropoxycarbonyl)-3-oxo-5H-thiazolo[3,2-a]pyrimidin-2(3H)-ylidene)methyl)phenoxy)acetic acid ClC1=CC=C(C=C1)C1C(=C(N=C2N1C(/C(/S2)=C/C2=CC=C(OCC(=O)O)C=C2)=O)CC)C(=O)OC(C)C